C(C=1C(O)=CC=CC1)=CC(CN)(CN)CN salicylidene-tris(aminomethyl)ethane